(R)- or (S)-((((2-((benzyloxy)carbonyl)benzo[b]thiophen-5-yl)fluoromethyl)phosphoryl)bis(oxy))bis(methylene)bis(2,2-dimethylpropanoate) C(C1=CC=CC=C1)OC(=O)C1=CC2=C(S1)C=CC(=C2)[C@@H](P(=O)(OCCC(C(=O)[O-])(C)C)OCCC(C(=O)[O-])(C)C)F |o1:19|